2-hydroxy-phenyl-s-triazine OC1=C(C=CC=C1)C1=NC=NC=N1